4-chloro-3-iodo-1-methyl-1H-pyrazolo[4,3-c]pyridine ClC1=NC=CC2=C1C(=NN2C)I